7-methoxy-2-[(trans)-3-(5,6,7,8-tetrahydropyrido[4,3-d]pyrimidin-2-yl)cyclobutyl][1,2,4]triazolo[1,5-c]quinazolin-5-amine COC1=CC=CC=2C=3N(C(=NC12)N)N=C(N3)[C@@H]3C[C@H](C3)C=3N=CC1=C(N3)CCNC1